azetidin-1-yl (4-bromophenyl) ketone BrC1=CC=C(C=C1)C(=O)N1CCC1